Methyl 4-amino-5-bromo-2-fluoro-3-iodobenzoate NC1=C(C(=C(C(=O)OC)C=C1Br)F)I